ClC1=NC(=C2N=CN(C2=N1)[C@@H]1O[C@@H]([C@H]([C@H]1O)O)CO)N1CC2(C3=CC=CC=C13)CCCC2 (2R,3R,4S,5R)-2-(2-chloro-6-spiro[cyclopentane-1,3'-indoline]-1'-yl-purin-9-yl)-5-(hydroxymethyl)tetrahydrofuran-3,4-diol